tert-butyl 2-methyl-2-[1-oxo-6-(4,4,5,5-tetramethyl-1,3,2-dioxaborolan-2-yl)-2,3-dihydro-1H-isoindol-2-yl]propanoate CC(C(=O)OC(C)(C)C)(C)N1C(C2=CC(=CC=C2C1)B1OC(C(O1)(C)C)(C)C)=O